7-((1,3-dioxoisoindolin-2-yl)methyl)-7-(4-methylthiazol-2-yl)-3-azabicyclo[4.1.0]heptan-3-ium chloride [Cl-].O=C1N(C(C2=CC=CC=C12)=O)CC1(C2CC[NH2+]CC12)C=1SC=C(N1)C